N-[(2S)-1-Hydroxypropan-2-yl]-2-(pyridin-3-yl)-6-[4-(trifluoromethyl)phenyl]pyrimidin OC[C@H](C)N1C(N=CC=C1C1=CC=C(C=C1)C(F)(F)F)C=1C=NC=CC1